NC=1C2=C(N=CN1)N(C=C2)[C@@H]2O[C@@H]([C@H]([C@H]2O)O)[C@@H]2OCC1=CC(=CC=C21)Cl (2R,3R,4S,5S)-2-(4-amino-7H-pyrrolo[2,3-d]pyrimidin-7-yl)-5-((R)-5-chloro-1,3-dihydroisobenzofuran-1-yl)tetrahydrofuran-3,4-diol